OC1(CN(CCC1)C(=O)C1=CC=C2N=CC(=NC2=C1)C=1C=C2C=CN(C(C2=CC1)=O)C)C 6-(7-((3-hydroxy-3-methyl-1-piperidinyl)carbonyl)-2-quinoxalinyl)-2-methyl-1(2H)-isoquinolinone